methyl 6-(4-(1-(tert-butyl)-3-(4-chloro-3-fluorophenyl)-1H-pyrrolo[2,3-b]pyridine-6-carbonyl)-3,3-dimethylpiperazin-1-yl)nicotinate C(C)(C)(C)N1C=C(C=2C1=NC(=CC2)C(=O)N2C(CN(CC2)C2=NC=C(C(=O)OC)C=C2)(C)C)C2=CC(=C(C=C2)Cl)F